1-((5-(3-aminopyrrolidin-1-yl)pyridin-2-yl)methyl)-3-(4-(2-(4-methoxyphenyl)propan-2-yl)thiazol-2-yl)urea NC1CN(CC1)C=1C=CC(=NC1)CNC(=O)NC=1SC=C(N1)C(C)(C)C1=CC=C(C=C1)OC